C1(CCC1)NC(C[C@H](CCN1CCCCC1)N(C(=O)C1=NN(C(=C1)C1=C(C=CC=C1OC)OC)C(CC)CC)CC)=O (3S)-N-cyclobutyl-3-{1-[5-(2,6-dimethoxyphenyl)-1-(pentan-3-yl)-1H-pyrazol-3-yl]-N-ethylformamido}-5-(piperidin-1-yl)pentanamide